FC([C@H]1N(C(CC1)=C=O)C=1N=C2N(CCOC3=C2C=CC(=C3)N[C@H](C(=O)N)C)C1)F (S)-2-((2-((S)-2-(difluoromethyl)-5-carbonylpyrrolidin-1-yl)-5,6-dihydrobenzo[f]imidazo[1,2-d][1,4]oxazepin-9-yl)amino)propionamide